FC(C1=CC=C(CN2C=CC3=CC=CC(=C23)C(=O)NC2(CC2)C23CCC(CC2)(CC3)C(=O)[O-])C=C1)(F)F 4-(1-(1-(4-(trifluoromethyl)benzyl)-1H-indole-7-carboxamido)cyclopropyl)bicyclo[2.2.2]octane-1-carboxylate